iso-hexyl acetate C(C)(=O)OCCCC(C)C